1-benzylpropanediamine C(C1=CC=CC=C1)C(CC)(N)N